C(C)N1CCC(CC1)C1=CC=C(C=C1)C1=CC(=C2CN(C(C2=C1)=O)[C@@H](C(=O)NC=1SC=CN1)C1=C(C=CC(=C1)F)O)F |r| (2RS)-2-[6-[4-(1-Ethyl-4-piperidyl)phenyl]-4-fluoro-1-oxo-isoindolin-2-yl]-2-(5-fluoro-2-hydroxy-phenyl)-N-thiazol-2-yl-acetamide